C(C=C)C1=[13C](C=CC=C1)O 2-allylphenol-13C